4-oxo-6-methoxy-3-(2,3-dichloro-4-hydroxyphenyl)methyl-1(4H)-quinolineacetic acid O=C1C(=CN(C2=CC=C(C=C12)OC)CC(=O)O)CC1=C(C(=C(C=C1)O)Cl)Cl